C(C)OC=1C=CC2=C(SC3=C2C=CC(=C3F)OCCCC)C1F 3-ethoxy-4,6-difluoro-7-butoxy-dibenzothiophene